N-(4-(hydroxymethyl)phenyl)-5-ureidopentanamide OCC1=CC=C(C=C1)NC(CCCCNC(=O)N)=O